1-tert-butyl 3-ethyl 5-[([4-[2-(benzyloxy)-3,5-difluorophenyl]cyclohexyl]oxy)methyl]-4-oxopyrrolidine-1,3-dicarboxylate C(C1=CC=CC=C1)OC1=C(C=C(C=C1F)F)C1CCC(CC1)OCC1C(C(CN1C(=O)OC(C)(C)C)C(=O)OCC)=O